COC1=CC=C(C=N1)C=1N=C(NC1)C1N(CCCC1)C(C(C)SC)=O 1-(2-(4-(6-methoxypyridin-3-yl)-1H-imidazol-2-yl)piperidin-1-yl)-2-(methylsulfanyl)propan-1-one